[C@H]12CN(C[C@H](CC1)N2)C=2C1=C(N=C(N2)OC[C@]23CCCN3C[C@@H](C2)F)N=C(C(=C1)F)C1=CC(=CC2=CC=CC(=C12)F)O 4-(4-((1R,5S)-3,8-diazabicyclo[3.2.1]octan-3-yl)-6-fluoro-2-(((2R,7aS)-2-fluorotetrahydro-1H-pyrrolizin-7a(5H)-yl)methoxy)pyrido[2,3-d]pyrimidin-7-yl)-5-fluoronaphthalen-2-ol